CC1=CC=C(C=C1)N(CCO)CCO N,N-bis-(2-hydroxyethyl)-p-toluidine